COC1=C(C=C(C=C1)OC)C1(CC2C(N(OC2(C)C)C)C(C1)C)C 5-(2,5-Dimethoxyphenyl)-1,3,3,5,7-pentamethyloctahydrobenzo[c]isoxazol